C1(=CC=CC=C1)C=1C=C2C=NC=NC2=C(C1)C1CN(CC1)C(C=C)=O 1-(3-(6-phenylquinazolin-8-yl)pyrrolidin-1-yl)prop-2-en-1-one